C(C)(C)(C)OC(=O)N1C[C@@]2(CN(C[C@@]2(C1)C)C1=NC(=NC=C1)Cl)C (3aR,6aS)-5-(2-Chloropyrimidin-4-yl)-3a,6a-dimethylhexahydropyrrolo[3,4-c]pyrrole-2(1H)-carboxylic acid tert-butyl ester